N-(5-(((5-(tert-butyl)oxazol-2-yl)methyl)thio)thiazol-2-yl)-1-((2-(2,6-dioxopiperidin-3-yl)-6-fluoro-1-oxoisoindolin-5-yl)methyl)piperidine-4-carboxamide C(C)(C)(C)C1=CN=C(O1)CSC1=CN=C(S1)NC(=O)C1CCN(CC1)CC=1C=C2CN(C(C2=CC1F)=O)C1C(NC(CC1)=O)=O